palladium urea NC(=O)N.[Pd]